2-(7-(4-(2-(2,6-dioxopiperidin-3-yl)-1-oxoisoindolin-4-yl)piperidin-1-yl)heptyl)-4-((1-hydroxy-1,3-dihydrobenzo[c][1,2]oxaborol-5-yl)oxy)benzonitrile O=C1NC(CCC1N1C(C2=CC=CC(=C2C1)C1CCN(CC1)CCCCCCCC1=C(C#N)C=CC(=C1)OC1=CC2=C(B(OC2)O)C=C1)=O)=O